ClC=1SC(=CN1)OC 2-chloro-5-methoxy-thiazole